perhydro-4,3-phenylene diisocyanate C1CC(C(CC1)N=C=O)N=C=O